4-(4-(3,8-diazabicyclo[3.2.1]oct-3-yl)-8-fluoro-2-((3-methoxyoxetan-3-yl)methoxy)-6-(trifluoromethyl)quinazolin-7-yl)-2-amino-7-fluorobenzo[b]thiophene-3-carbonitrile C12CN(CC(CC1)N2)C2=NC(=NC1=C(C(=C(C=C21)C(F)(F)F)C2=CC=C(C=1SC(=C(C12)C#N)N)F)F)OCC1(COC1)OC